4-(4-isobutylphenyl)-1-phenylpent-1-yn-3-one C(C(C)C)C1=CC=C(C=C1)C(C(C#CC1=CC=CC=C1)=O)C